2-methyl-N-(1-methylpiperidin-4-yl)-5-((2-(trifluoromethyl)benzyl)oxy)benzofuran-3-carboxamide CC=1OC2=C(C1C(=O)NC1CCN(CC1)C)C=C(C=C2)OCC2=C(C=CC=C2)C(F)(F)F